(S)-Bocvaline C(=O)(OC(C)(C)C)N[C@@H](C(C)C)C(=O)O